CC(C)(OC(CN(CCN(CC(OC(C)(C)C)=O)CC=1C=C(C=CC1O)CCC(=O)O)CC=1C=C(C=CC1O)CCC(=O)O)=O)C 3'-((2,2,13,13-tetramethyl-4,11-dioxo-3,12-dioxa-6,9-diazatetradec-6,9-diyl)bis(methylene))bis(4-hydroxy-3,1-phenylene)dipropionic acid